C1(CC1)C1=CC2=C(N=CN=C2N[C@@H]2[C@H](COC3=CC=CC=C23)OCC(C)(O)C)N1 1-[(3R,4S)-4-[(6-cyclopropyl-7H-pyrrolo[2,3-d]pyrimidin-4-yl)amino]chroman-3-yl]oxy-2-methyl-propan-2-ol